Ribopyranose OC1[C@H](O)[C@H](O)[C@H](O)CO1